9-benzyl-8-(4-methyl-5-(2-(piperazin-1-yl)ethoxy)pyridin-3-yl)-6-(1-methylcyclopropoxy)-9H-purine C(C1=CC=CC=C1)N1C2=NC=NC(=C2N=C1C=1C=NC=C(C1C)OCCN1CCNCC1)OC1(CC1)C